COC1=CC=C(CSC=2C=NC(N(C2)C)=O)C=C1 5-((4-methoxybenzyl)thio)-1-methylpyrimidin-2(1H)-one